4-Benzyl-4-(methoxycarbonyl)cyclopentane C(C1=CC=CC=C1)C1(CCCC1)C(=O)OC